N-(3'-(3-(4-benzoylpiperazin-1-yl)isoxazol-5-yl)-2'-methoxy-[1,1'-biphenyl]-4-yl)acetamide C(C1=CC=CC=C1)(=O)N1CCN(CC1)C1=NOC(=C1)C=1C(=C(C=CC1)C1=CC=C(C=C1)NC(C)=O)OC